4-((s)-2-((S)-2-((((9H-fluoren-9-yl)methoxy)carbonyl)amino)propanamido) propanamido)benzyl (2-((tert-butoxycarbonyl)(methyl)amino)ethyl)(methoxy)carbamate C(C)(C)(C)OC(=O)N(CCN(C(OCC1=CC=C(C=C1)NC([C@H](C)NC([C@H](C)NC(=O)OCC1C2=CC=CC=C2C=2C=CC=CC12)=O)=O)=O)OC)C